3,5-difluoro-4-[[5-[5-(trifluoromethyl)-2-pyridyl]tetrazol-2-yl]methyl]benzenecarbohydroxamic acid FC=1C=C(C=C(C1CN1N=C(N=N1)C1=NC=C(C=C1)C(F)(F)F)F)C(=O)NO